3-fluoro-N-{4-fluoro-3-[5-(morpholin-4-yl)-2H-pyrazolo[3,4-b]pyridin-2-yl]phenyl}azetidine-1-carboxamide FC1CN(C1)C(=O)NC1=CC(=C(C=C1)F)N1N=C2N=CC(=CC2=C1)N1CCOCC1